5,7-dibromo-6-chloro-8-fluoro-2-sulfanyl-quinazolin-4-ol BrC1=C2C(=NC(=NC2=C(C(=C1Cl)Br)F)S)O